(S)-5-(3-(2,2-difluoroethyl)-2-methyl-3H-imidazo[4,5-b]pyridin-5-yl)-N-(1-methoxypropan-2-yl)-7H-pyrrolo[2,3-d]pyrimidin-2-amine FC(CN1C(=NC=2C1=NC(=CC2)C2=CNC=1N=C(N=CC12)N[C@H](COC)C)C)F